3-methoxy-4-(N-methyl-2-(N-(2-(trifluoromethyl)benzyl)-(2,3,4,5,6-pentafluoro-phenyl)sulfonamido)acetamido)benzoic acid COC=1C=C(C(=O)O)C=CC1N(C(CN(S(=O)(=O)C1=C(C(=C(C(=C1F)F)F)F)F)CC1=C(C=CC=C1)C(F)(F)F)=O)C